COC=1C=C2C(=CC=NC2=CC1OCCCN1CCOCC1)OC=1C=CC(=NC1)NC(=O)C=1N=C2C3CCN(C2=C(C1)C1=CC=CC=C1)CC3 N-(5-((6-Methoxy-7-(3-morpholinopropoxy)chinolin-4-yl)oxy)pyridin-2-yl)-8-phenyl-3,4-dihydro-2H-1,4-ethano-1,5-naphthyridin-6-carboxamid